[C@@H]12OC[C@@H](CN1C1=C3C[C@@H](N(CC3=CC=C1)C(=O)OC(C)(C)C)CN([C@H]1CCCC=3C=CC=NC13)C)C2 tert-butyl (R)-5-((1S,4R)-2-oxa-6-azabicyclo[2.2.1]heptan-6-yl)-3-((methyl((S)-5,6,7,8-tetrahydroquinolin-8-yl)amino)methyl)-3,4-dihydroisoquinoline-2(1H)-carboxylate